methyl 3-[3-[(3R)-3-amino-8-fluoro-5-[(4-isopropoxyphenyl) methyl]-1,1,4-trioxo-2,3-dihydro-1λ6,5-benzothiazepin-7-yl]-1,2,4-oxadiazol-5-yl]pyrrolidine-1-carboxylate N[C@H]1CS(C2=C(N(C1=O)CC1=CC=C(C=C1)OC(C)C)C=C(C(=C2)F)C2=NOC(=N2)C2CN(CC2)C(=O)OC)(=O)=O